N-isopropyl-N'-sec-pentylformamidine C(C)(C)NC=NC(C)CCC